N1=CC(=CC=C1)S(=O)(=O)N1CC2=C(C1)CN(C2)C(CC=2NC=CC2)=O 1-[5-(Pyridine-3-sulfonyl)-1H,2H,3H,4H,5H,6H-pyrrolo[3,4-c]pyrrol-2-yl]-2-(1H-pyrrol-2-yl)ethan-1-one